C(=O)C(C(=O)C1=CC=CC=C1)(C1=CC=CC=C1)C=O 2,2-Dimethoyl-2-phenylacetophenone